2-Ethylhexyl (3-ethyl-3-oxetanylmethyl) ether C(C)C1(COC1)COCC(CCCC)CC